11b-hydroxypregn-4-ene-3,20-dione O[C@@H]1[C@@H]2[C@]3(CCC(C=C3CC[C@H]2[C@@H]2CC[C@H](C(C)=O)[C@]2(C1)C)=O)C